CN1C(N2C(CNCC2)C1)=O 2-methyl-3-oxohexahydroimidazo[1,5-a]pyrazin